6-((16-((6-carboxypyridin-2-yl)methyl)-1,4,10,13-tetraoxa-7,16-diazacyclooctadecan-7-yl)methyl)-4-isothiocyanatopicolinic acid C(=O)(O)C1=CC=CC(=N1)CN1CCOCCOCCN(CCOCCOCC1)CC1=CC(=CC(=N1)C(=O)O)N=C=S